N-(5-(4-(hydroxymethyl)piperidin-1-yl)-7-(N-(1-methylcyclopropyl)sulfamoyl)naphthalen-2-yl)acrylamide OCC1CCN(CC1)C1=C2C=CC(=CC2=CC(=C1)S(NC1(CC1)C)(=O)=O)NC(C=C)=O